(S)-4-(1-(2,2-difluoro-3-(piperazin-1-yl)propyl)-1H-1,2,3-triazol-4-yl)-N-(2-((2-methylpyrrolidin-1-yl)methyl)-1H-benzo[d]imidazol-5-yl)benzamide hydrochloride Cl.FC(CN1N=NC(=C1)C1=CC=C(C(=O)NC2=CC3=C(NC(=N3)CN3[C@H](CCC3)C)C=C2)C=C1)(CN1CCNCC1)F